COC=1C=C(C=CC1)S(=O)(=O)CCC(=O)N1CC2CCC(C1)N2C2=NC=C(C=C2)C 3-(3-methoxybenzenesulfonyl)-1-[8-(5-methylpyridin-2-yl)-3,8-diazabicyclo[3.2.1]octan-3-yl]propan-1-one